P(=O)(=O)CC(=O)O phospho-acetic acid